COC1=NN(C=C1C(=O)NC1=NC(=CC=C1)C=1N2C(=NN1)CC[C@H]2C=C)C2=NC=CN=C2 (S)-3-methoxy-1-(pyrazin-2-yl)-N-(6-(5-vinyl-6,7-dihydro-5H-pyrrolo[2,1-c][1,2,4]triazol-3-yl)pyridin-2-yl)-1H-pyrazole-4-carboxamide